CC1N2C(C3=C(CC1)C=C(C=C3)CN)=NC(=C2)C(F)(F)F [5-methyl-2-(trifluoromethyl)-6,7-dihydro-5H-imidazo[2,1-a][2]benzazepin-9-yl]methanamine